6-chloro-N-[5-(cyanomethyl)-6-fluoro-3-methoxypyridin-2-yl]-1H-indole-3-sulfonamide ClC1=CC=C2C(=CNC2=C1)S(=O)(=O)NC1=NC(=C(C=C1OC)CC#N)F